4-[4-Bromo-3-hydroxy-7-(4-isopropyl-phenyl)-quinolin-2-yl]-4-oxo-butyric acid ethyl ester C(C)OC(CCC(=O)C1=NC2=CC(=CC=C2C(=C1O)Br)C1=CC=C(C=C1)C(C)C)=O